tert-Butyl thioacetate C(C)(=S)OC(C)(C)C